C(CC)SSSCCC Dipropyl Trisulfide